1,3-bis(2-mercaptoethylthio-methyl)benzene SCCSCC1=CC(=CC=C1)CSCCS